(S)-1-(2-methylcyclopentyl)-1,2,3,6-tetrahydropyridin-3-ol CC1C(CCC1)N1C[C@H](C=CC1)O